2-(pyrrolidin-1-yl)pyrimidine-5-boronic acid pinacol ester N1(CCCC1)C1=NC=C(C=N1)B1OC(C)(C)C(C)(C)O1